N1(C=NC=C1)C[C@@H]1COC=2C(=C(C=C3C(=NC(N1C23)=O)N2[C@H](CN([C@@H](C2)C)C(C=C)=O)C)Cl)C2=CC=CC3=CC=CC=C23 (3R,10R)-3-((1H-imidazol-1-yl)methyl)-7-((2S,5R)-4-acryloyl-2,5-dimethylpiperazin-1-yl)-9-chloro-10-(naphthalen-1-yl)-2,3-dihydro-5H-[1,4]oxazino[2,3,4-ij]quinazolin-5-one